NC[C@H]1C(N[C@H](C(NCCN([C@H](C(N([C@H](C(N[C@H](C(N1)=O)[C@H](C)CC)=O)CC(C)C)C)=O)C)CCCCCC)=O)[C@H](C)O)=O (3S,6S,9S,12S,15S)-6-(aminomethyl)-9-((R)-sec-butyl)-16-hexyl-3-((S)-1-hydroxyethyl)-12-isobutyl-13,15-dimethyl-1,4,7,10,13,16-hexaazacyclooctadecane-2,5,8,11,14-pentaone